N-((3R,4S)-4-((6-(2,6-dichloro-3,5-dimethoxyphenyl)-8-(((S)-3,3-dimethylbutan-2-yl)amino)pyrido[3,4-d]pyrimidin-2-yl)amino)tetrahydrofuran-3-yl)acrylamide ClC1=C(C(=C(C=C1OC)OC)Cl)C1=CC2=C(N=C(N=C2)N[C@H]2[C@H](COC2)NC(C=C)=O)C(=N1)N[C@@H](C)C(C)(C)C